N[C@@H](CCCCN)C(=O)O (S)-Lysine